5-amino-2-iodobenzoic acid methyl ester COC(C1=C(C=CC(=C1)N)I)=O